Cl.CC1(CCC1)N 1-methylcyclobutan-1-amine-hydrochloride salt